1-Benzyl-N-[4-[2-chloro-3-(4-methylpiperazin-1-yl)phenoxy]-6-(2-ethoxyphenyl)-5-ethyl-pyrimidin-2-yl]pyrazole-4-sulfonamide C(C1=CC=CC=C1)N1N=CC(=C1)S(=O)(=O)NC1=NC(=C(C(=N1)OC1=C(C(=CC=C1)N1CCN(CC1)C)Cl)CC)C1=C(C=CC=C1)OCC